COC1=CC=C(C=C1)C=CC(=O)OCC=1C=C(COC(C=CC2=CC=C(C=C2)OC)=O)C=CC1 3-(4-methoxyphenyl)-acrylic acid-3-[3-(4-methoxyphenyl)-acryloyloxymethyl]-benzyl ester